N1C=NC2=C1C=CC=N2 Imidazopyridine